F\C=C(\CNC(OC(C)(C)C)=O)/COC1=CC2=C(N=C(O2)N[C@@H](C(=O)NC)CC2=CC=CC=C2)C=C1 tert-butyl (R,Z)-(3-fluoro-2-(((2-((1-(methylamino)-1-oxo-3-phenylpropan-2-yl)amino)benzo[d]oxazol-6-yl)oxy)methyl)allyl)carbamate